5-amino-4-(5-(6-amino-3-bromopyridin-2-yl)-1-oxoisoindolin-2-yl)-5-oxopentanoic acid tert-butyl ester C(C)(C)(C)OC(CCC(C(=O)N)N1C(C2=CC=C(C=C2C1)C1=NC(=CC=C1Br)N)=O)=O